C(C)(=O)OC1=C(C=C(C=C1)[C@H]1OC2=CC(=CC(=C2C[C@H]1O)O)O)OC(C)=O 4-((2R,3R)-3,5,7-trihydroxychroman-2-yl)-1,2-phenylene diacetate